N-(2-(6-(2,6-difluoro-3,5-dimethoxyphenyl)-4,5,6,7-tetrahydro-1H-indazol-3-yl)phenyl)acrylamide FC1=C(C(=C(C=C1OC)OC)F)C1CCC=2C(=NNC2C1)C1=C(C=CC=C1)NC(C=C)=O